(4S)-4-azido-2-(but-2-en-1-yl)piperidine-1,2-dicarboxylic acid 2-benzyl 1-(tert-butyl) ester C(C)(C)(C)OC(=O)N1C(C[C@H](CC1)N=[N+]=[N-])(C(=O)OCC1=CC=CC=C1)CC=CC